C1(=CC=CC2=CC=CC=C12)N(C1=CC=C(C=C1)C1=CC=C(N(C2=CC=CC=C2)C2=CC=CC3=CC=CC=C23)C=C1)C1=CC=CC=C1 N,N'-Di(1-naphthalyl)-N,N'-diphenylbenzidine